FC1=C(C=C(C=C1)F)[C@@H]1N(OCC1)C1=CC(=NC=N1)NC=1C(=CC(=C(C1)NC(C=C)=O)N1CCC(CC1)N1C[C@H](OCC1)C)OC N-(5-((6-((R)-3-(2,5-difluorophenyl)-isoxazolidine-2-yl)pyrimidine-4-yl)amino)-4-methoxy-2-(4-((R)-2-methylmorpholino)piperidine-1-yl)phenyl)acrylamide